ClC=1C=C(C=CC1)C(CO)N1C(C2=CC(=CC=C2C1)C1=NC(=NC=C1)NC=1C=NN(C1)C)=O 2-(1-(3-chlorophenyl)-2-hydroxyethyl)-6-(2-((1-methyl-1H-pyrazol-4-yl)amino)pyrimidin-4-yl)isoindolin-1-one